Cl.CN1N=C(C=C1C(=O)N)C(F)(F)F 1-methyl-3-(trifluoromethyl)-1H-pyrazole-5-carboxamide hydrochloride